N-acetyl-L-cysteine isopropyl ester C(C)(C)OC([C@@H](NC(C)=O)CS)=O